C1([C@H](O)[C@@H](O)[C@@H](O)[C@H](O1)CO)C([C@@H]1[C@@H]([C@@H]([C@H]([C@H](O[C@H]2[C@@H]([C@H](C(O)O[C@@H]2CO)N)O)O1)O)O)O)O 6'-galactosyl-lactosamine